2-(p-toluoyl)benzoic acid CC1=CC=C(C=C1)C(=O)C2=CC=CC=C2C(=O)O